CC([C@@H](C(N1[C@@H](CCC1)C(=O)N1C[C@H](NCC1)C1=CC=CC=C1)=O)NC(=O)C1=CC2=C(S1)C=CC(=C2)C(F)(F)P(O)(O)=O)(C)C ((2-(((S)-3,3-dimethyl-1-oxo-1-((S)-2-((R)-3-phenylpiperazine-1-carbonyl)pyrrolidin-1-yl)butan-2-yl)carbamoyl)benzo[b]thiophen-5-yl)difluoromethyl)phosphonic acid